7-(diethylamino)coumarin-3-formic acid ethyl ester C(C)OC(=O)C=1C(OC2=CC(=CC=C2C1)N(CC)CC)=O